IC1=NC(=CC=C1)C 2-iodo-6-methylpyridine